CC1=C(N)C(=CC(=C1)C(C(F)(F)F)(C(F)(F)F)O)C 2,6-dimethyl-4-[1-hydroxy-2,2,2-trifluoro-1-(trifluoromethyl)ethyl]aniline